CN1C(=CC=2C=NC(=CC21)NC2CCOCC2)C2=NC=NC(=C2)C(F)(F)F 1-methyl-N-(tetrahydro-2H-pyran-4-yl)-2-(6-(trifluoromethyl)pyrimidin-4-yl)-1H-pyrrolo[3,2-c]Pyridin-6-amine